C[Si](CCOCN1N=CC2=CC(=CC=C12)C1=C(C(=O)O)C=CC=C1)(C)C (1-((2-(trimethylsilyl)ethoxy)methyl)-1H-indazol-5-yl)benzoic acid